7-(dodecyloxy)-7-oxoheptanoic acid C(CCCCCCCCCCC)OC(CCCCCC(=O)O)=O